C(=O)(OC(C)(C)C)N1COC[C@H]1C(=O)O (S)-3-Boc-oxazolidine-4-carboxylic acid